5-decylnorbornene C(CCCCCCCCC)C1C2C=CC(C1)C2